(±)-3-((tosyloxy)methyl)pyrrolidine-1-carboxylic acid tert-butyl ester C(C)(C)(C)OC(=O)N1C[C@@H](CC1)COS(=O)(=O)C1=CC=C(C)C=C1 |r|